NC1=NC=CC2=CC=C(C=C12)C=1C=C(C=CC1C)C#C[C@@](C)(O)C=1OC(=NN1)C (R)-4-[3-(1-amino-7-isoquinolinyl)-4-methyl-phenyl]-2-(5-methyl-1,3,4-oxadiazol-2-yl)but-3-yn-2-ol